N-picolyl-4'-propargyloxy-4-biphenylsulfonamide N1=C(C=CC=C1)CNS(=O)(=O)C1=CC=C(C=C1)C1=CC=C(C=C1)OCC#C